ClC1=NC=C2C=CC(=NC2=C1)C(C(=O)OCC)C(=O)OCC 1,3-diethyl 2-(7-chloro-1,6-naphthyridin-2-yl)propanedioate